BrC=1N=C(N(N1)C1=NC=C(C=C1)C#N)C(C)NC(C1=CC(=CC(=C1)C(F)(F)F)OC(F)F)=O N-[1-[5-bromo-2-(5-cyano-2-pyridyl)-1,2,4-triazol-3-yl]ethyl]-3-(difluoromethoxy)-5-(trifluoromethyl)benzamide